1-(10-((2-fluoro-4-phenoxyphenyl)amino)-2,3-dihydro-4H-[1,4]oxazino[2,3-f]quinazolin-4-yl)prop-2-en-1-one FC1=C(C=CC(=C1)OC1=CC=CC=C1)NC1=NC=NC2=CC=C3C(=C12)OCCN3C(C=C)=O